OC1CCC(CC1)N1N=CC(=C1)C(=O)NC1=CC2=C(C=N1)C=C(N2)C2=NC(=NC=C2)OC 1-((1r,4r)-4-hydroxycyclohexyl)-N-(2-(2-methoxypyrimidin-4-yl)-1H-pyrrolo[3,2-c]pyridin-6-yl)-1H-pyrazole-4-carboxamide